3'-(oxybis(methylene))bis(nitrobenzene) O(CC1=C(C=CC=C1)[N+](=O)[O-])CC1=C(C=CC=C1)[N+](=O)[O-]